3-((4-((5-Cyclopropyl-3-(3,5-dichloropyridin-4-yl)isoxazol-4-yl)methoxy)bicyclo[2.2.2]octan-1-yl)ethynyl)-6-fluoroimidazo[1,2-a]pyridin C1(CC1)C1=C(C(=NO1)C1=C(C=NC=C1Cl)Cl)COC12CCC(CC1)(CC2)C#CC2=CN=C1N2C=C(C=C1)F